2,2-bis(4-(2-mercaptopropoxy)-3-t-butylphenyl)propane SC(COC1=C(C=C(C=C1)C(C)(C)C1=CC(=C(C=C1)OCC(C)S)C(C)(C)C)C(C)(C)C)C